tert-butyl 6-(4-((3-chloro-5-(methylsulfonylamino) phenyl) carbamoyl)-1H-pyrazol-1-yl)-2-azaspiro[3.3]heptane-2-carboxylate ClC=1C=C(C=C(C1)NS(=O)(=O)C)NC(=O)C=1C=NN(C1)C1CC2(CN(C2)C(=O)OC(C)(C)C)C1